5-{[(5-chlorothiophen-2-yl)methyl]sulfanyl}-1-(furan-3-carbonyl)-3-[3-methyl-4-oxo-1-(pyrrolidine-1-carbonyl)azetidin-2-yl]-1H-pyrazole-4-carbonitrile ClC1=CC=C(S1)CSC1=C(C(=NN1C(=O)C1=COC=C1)C1N(C(C1C)=O)C(=O)N1CCCC1)C#N